N-[(2-amino-3-fluoroquinolin-7-yl)methyl]-N-(4-fluoro-2-methanesulfonylphenyl)-2-(propan-2-yl)pyrimidine-5-carboxamide NC1=NC2=CC(=CC=C2C=C1F)CN(C(=O)C=1C=NC(=NC1)C(C)C)C1=C(C=C(C=C1)F)S(=O)(=O)C